1-(5-((4-(1,3,5-triazine-2-yl)piperazin-1-yl)methyl)-1-oxoisoindolin-2-yl)dihydropyrimidine N1=C(N=CN=C1)N1CCN(CC1)CC=1C=C2CN(C(C2=CC1)=O)N1CNCC=C1